9H-pyrido[3',2':4,5]pyrrolo[2,3-d]pyrimidin-4-amine N1=CN=C(C2=C1NC1=C2C=CC=N1)N